((1R)-1-(5-benzyl-3-(((2,5-dichlorobenzyl)oxy)methyl)-4,5-dihydroisoxazole-5-carboxamido)-3-Methylbutyl)boronic acid C(C1=CC=CC=C1)C1(CC(=NO1)COCC1=C(C=CC(=C1)Cl)Cl)C(=O)N[C@@H](CC(C)C)B(O)O